The molecule is a cyclic hydroxamic acid that is 1-hydroxypyridin-2(1H)-one in which the hydrogens at positions 4 and 6 are substituted by methyl and cyclohexyl groups, repectively. A broad spectrum antigfungal agent, it also exhibits antibacterial activity against many Gram-positive and Gram-negative bacteria, and has anti-inflammatory properties. It is used a a topical treatment of fungal skin and nail infections. It has a role as an antibacterial agent and an antiseborrheic. It is a pyridone, a cyclic hydroxamic acid and a hydroxypyridone antifungal drug. CC1=CC(=O)N(C(=C1)C2CCCCC2)O